tert-Butyl N-[(2R)-2-(6-chloropyridin-3-yl)-2-fluoroethyl]carbamate ClC1=CC=C(C=N1)[C@H](CNC(OC(C)(C)C)=O)F